3,3-difluorocyclobutyl (4-cyclobutyl-3-(3,3-difluorocyclobutyl)-1H-pyrazol-5-yl)carbamate C1(CCC1)C=1C(=NNC1NC(OC1CC(C1)(F)F)=O)C1CC(C1)(F)F